tert-butyl (R)-(4-methyl-3-((1-(4-(piperidin-4-ylethynyl)naphthalen-1-yl)ethyl)carbamoyl)phenyl)carbamate CC1=C(C=C(C=C1)NC(OC(C)(C)C)=O)C(N[C@H](C)C1=CC=C(C2=CC=CC=C12)C#CC1CCNCC1)=O